C(C)(C)(C)N(C(O)=O)C=1N=NC(=CC1)C#C.C12(CC3CC(CC(C1)C3)C2)NC(CSC2=NC3=C(N2)C=C(C(=C3)C)C)=O N-(adamantan-1-yl)-2-[(5,6-dimethyl-1H-1,3-benzodiazol-2-yl)sulfanyl]acetamide tert-butyl(6-ethynylpyridazin-3-yl)carbamate